1-adamantaneamine C12(CC3CC(CC(C1)C3)C2)N